4-methyl-4-(2-pyridyldithio)-pentanoic acid, 2,5-dioxo-1-pyrrolidinyl ester CC(CCC(=O)ON1C(CCC1=O)=O)(C)SSC1=NC=CC=C1